[Br-].C(C)(C)(C)C=1C=C(C=C(C1)C(C)(C)C)C[N+]12[C@@H](CC(C(C1)C=C)CC2)[C@H](O)C2=CC=NC1=CC=C(C=C21)OC (R)-[(2S)-1-[[3,5-bis(tert-butyl)phenyl]methyl]-5-vinyl-quinuclidin-1-ium-2-yl]-(6-methoxy-4-quinolinyl)methanol bromide